O[C@@]1(CC[C@]23[C@H]4CC[C@@]5([C@H](CC[C@H]5[C@@H]4CC[C@@]2(C1)C3)C(CN3N=CC(=C3)C(F)(F)F)=O)C)C 1-((3R,5S,8S,9S,10S,13S,14S,17S)-3-Hydroxy-3,13-dimethyltetradecahydro-6H-5,10-methanocyclopenta[a]phenanthren-17-yl)-2-(4-(trifluoromethyl)-1H-pyrazol-1-yl)ethan-1-one